COC=1C=C(C(=O)O)C=CC1OC=1C=NC(=CC1)OC 3-methoxy-4-[(6-methoxypyridin-3-yl)oxy]benzoic acid